CC1=CC=2C(=C3C(C4=CC=CC=C4C(=C3C(C2C=C1)=O)OC1=CC=C(C=C1)C)=O)OC1=CC=C(C=C1)C 2-methyl-5,11-dioxo-6,12-bis(p-toluyloxy)naphthacene